N-(methylsulfonyl)-5-(4-(trifluoromethyl)phenyl)-2-naphthamide CS(=O)(=O)NC(=O)C1=CC2=CC=CC(=C2C=C1)C1=CC=C(C=C1)C(F)(F)F